8-[(1R)-1-(3,4-Difluoro-2-methyl-anilino)ethyl]-2-ethylsulfanyl-3,6-dimethyl-chromen-4-one FC=1C(=C(N[C@H](C)C=2C=C(C=C3C(C(=C(OC23)SCC)C)=O)C)C=CC1F)C